fluoroallyl-silane FC=CC[SiH3]